ClC=1C=C2C(=NC1C1=CC=C(C=C1)C1=CC=C(C=C1)CN1CC(C1)COCCO)N=C(N2)O[C@@H]2C[C@@H](OCC2)C(=O)O (2R,4S)-4-((6-chloro-5-(4'-((3-((2-hydroxyethoxy)methyl)azetidin-1-yl)methyl)-[1,1'-biphenyl]-4-yl)-1H-imidazo[4,5-b]pyridin-2-yl)oxy)tetrahydro-2H-pyran-2-carboxylic acid